2-(3-amino-3-methyl-azetidin-1-yl)pyrimidin NC1(CN(C1)C1=NC=CC=N1)C